C1(CC1)OC1=NC=CC=C1C1=CC=2C(=CN=C(C2)NC(=O)[C@H]2[C@H](C2)F)N1C (1S,2S)-N-[2-(2-cyclopropoxypyridin-3-yl)-1-methylpyrrolo[2,3-c]pyridin-5-yl]-2-fluorocyclopropane-1-carboxamide